4-(4'-nitrophenyl)-4-hydroxy-2-butanone [N+](=O)([O-])C1=CC=C(C=C1)C(CC(C)=O)O